rac-tert-butyl ((1r,3r)-3-((3-amino-6-chloropyridazin-4-yl)oxy)cyclobutyl)carbamate NC=1N=NC(=CC1OC1CC(C1)NC(OC(C)(C)C)=O)Cl